N-hydroxymethylpyrrolidone OCN1C(CCC1)=O